CN(C1(CC1)C#CC1CN=C2N1C1=CC=C(C=C1C(N2C([2H])([2H])C=2C=NN(C2)C)=O)S(=O)(=O)NC2(CC2)C)C 1-((1-(dimethylamino)cyclopropyl)ethynyl)-4-((1-methyl-1H-pyrazol-4-yl)methyl-d2)-N-(1-methylcyclopropyl)-5-oxo-1,2,4,5-tetrahydroimidazo[1,2-a]quinazoline-7-sulfonamide